C(C)C1=NN=C(S1)NC(=O)C1=NN2C(C(N(CC2)CC=2C(=NC=CC2)C)=O)=C1C1CC1 3-cyclopropyl-5-(2-methylpyridin-3-ylmethyl)-4-oxo-4,5,6,7-tetrahydropyrazolo[1,5-a]pyrazine-2-carboxylic acid (5-ethyl[1,3,4]thiadiazol-2-yl)amide